[B].C(C=C)CC(O)(C)C(C)(C)O allyl-pinacol boron